BrC1=NC=C(C=C1C(F)F)Cl 2-bromo-5-chloro-3-(difluoromethyl)pyridine